C(C)(C)C1=C(C=CC=C1)C1N(CCN(C1)CC1=CC=C(C=C1)C(F)(F)F)C1CC2(C1)CCN(CC2)C(=O)OC(C)(C)C tert-butyl 2-(2-(2-isopropylphenyl)-4-(4-(trifluoromethyl) benzyl) piperazin-1-yl)-7-azaspiro[3.5]nonane-7-carboxylate